CC=1C=CC=2N(C3=CC=C(C=C3C2C1)C)C1=CC=C(C=C1)C=1C(=C(C(=C(C1C1=CC(=NC(=C1)C1=CC=CC=C1)C1=CC=CC=C1)C1=CC(=NC(=C1)C1=CC=CC=C1)C1=CC=CC=C1)C1=CC(=NC(=C1)C)C)C1=CC(=NC(=C1)C1=CC=CC=C1)C1=CC=CC=C1)C#N 4'-(3,6-dimethyl-9H-carbazol-9-yl)-4-(2,6-dimethylpyridin-4-yl)-3,5,6-tris(2,6-diphenylpyridin-4-yl)-[1,1'-biphenyl]-2-carbonitrile